2-(1-(1-cyano-6,11-dihydrodibenzo[b,e]oxepin-11-yl)ethyl)-5-hydroxy-N-(isoxazol-4-yl)-1-methyl-6-oxo-1,6-dihydropyrimidine-4-carboxamide C(#N)C1=CC=CC=2OCC3=C(C(C21)C(C)C=2N(C(C(=C(N2)C(=O)NC=2C=NOC2)O)=O)C)C=CC=C3